tert-butyl (1-(6-((2-amino-2-oxo-1-phenylethyl)thio)-3,5-dicyano-4-cyclopropylpyridin-2-yl)piperidin-4-yl)carbamate NC(C(C1=CC=CC=C1)SC1=C(C(=C(C(=N1)N1CCC(CC1)NC(OC(C)(C)C)=O)C#N)C1CC1)C#N)=O